N-(5-(((tert-butyldimethylsilyl)oxy)methyl)-1,3,4-thiadiazol-2-yl)-4-(5-cyano-2-methoxyphenyl)-6-methylnicotinamide [Si](C)(C)(C(C)(C)C)OCC1=NN=C(S1)NC(C1=CN=C(C=C1C1=C(C=CC(=C1)C#N)OC)C)=O